trans-4-((R)-1-aminoethyl)-N-(pyridin-4-yl)cyclohexane-1-carboxamide N[C@H](C)[C@@H]1CC[C@H](CC1)C(=O)NC1=CC=NC=C1